C(C)(C)(C)C1=CC(=C(C(S\C(=C(\C)/N(C=O)CC=2C(=NC(=NC2)C)N)\CCO)=O)C(=C1)C)C (Z)-S-(2-(N-((4-amino-2-methylpyrimidin-5-yl)methyl)formamido)-5-hydroxypent-2-en-3-yl) 4-(tert-butyl)-2,6-dimethylbenzothioate